N-(2-(5-bromo-2-fluorophenyl)propan-2-yl)-1,4-diazabicyclo[3.2.2]nonane-4-carboxamide BrC=1C=CC(=C(C1)C(C)(C)NC(=O)N1CCN2CCC1CC2)F